FC1=C(COC=2C=C(C=CC2)C2=CC=3C(=NC=CC3C=3C=C4C(=NNC4=CC3)N)N2)C=CC=C1 5-(2-(3-((2-fluorobenzyl)oxy)phenyl)-1H-pyrrolo[2,3-b]pyridin-4-yl)-1H-indazol-3-amine